FCC(=O)N(CC(=O)N)NC(=O)[C@H]1N(CCC1)S(=O)(=O)CCC1=CC=CC=C1 2-[(2-Fluoroacetyl)-[[(2S)-1-(2-phenylethylsulfonyl)pyrrolidine-2-carbonyl]amino]amino]acetamide